FC(C=1C=CC(=NC1)C=O)F 5-(difluoromethyl)-2-pyridinecarbaldehyde